2-(6-(methyl(2,2,6,6-tetramethylpiperidin-4-yl)amino)pyridazin-3-yl)-5-(1-methyl-1H-pyrazol-4-yl)-3-(trifluoromethoxy)phenol CN(C1=CC=C(N=N1)C1=C(C=C(C=C1OC(F)(F)F)C=1C=NN(C1)C)O)C1CC(NC(C1)(C)C)(C)C